{2-[(9R)-9-[3-(trifluoromethoxy)phenyl]-6-oxaspiro[4.5]decan-9-yl]ethyl}({[4-(trifluoromethyl)pyridin-3-yl]methyl})amine FC(OC=1C=C(C=CC1)[C@@]1(CCOC2(CCCC2)C1)CCNCC=1C=NC=CC1C(F)(F)F)(F)F